ClC=1C=CC(=C(C1)N1CON(CO1)C(C(=O)NC1=CC(=C(C(=O)N)C=C1)F)CC1=CC=C(C=C1)F)N1N=NC(=C1)Cl 4-(2-(4-(5-chloro-2-(4-chloro-1H-1,2,3-triazol-1-yl)phenyl)-2,5-dioxapiperazin-1-yl)-3-(4-fluorophenyl)propanamido)-2-fluorobenzamide